(2S,4R)-4-((6-acetyl-6,7-dihydro-5H-pyrrolo[3,4-b]pyridin-2-yl)oxy)-2-methylpyrrolidine-1-carboxylic acid tert-butyl ester C(C)(C)(C)OC(=O)N1[C@H](C[C@H](C1)OC1=CC=C2C(=N1)CN(C2)C(C)=O)C